C(#N)C=1C(=C(C(=NC1)C(=O)NC=1C=C2C(=NNC2=CC1)C1=CN=C(O1)C)C)C 5-Cyano-3,4-dimethyl-N-(3-(2-methyloxazol-5-yl)-1H-indazol-5-yl)picolinamide